O[C@@H]1C[C@H](N(C1)C([C@H](C(C)(C)C)N1N=NC(=C1)C1=C(C=CC=C1)OC(C)C)=O)C(=O)NC (2S,4r)-4-hydroxy-1-[(2S)-2-[4-(2-isopropoxyphenyl)triazol-1-yl]-3,3-dimethyl-butyryl]-N-methyl-pyrrolidine-2-carboxamide